N-[(1S,3S)-7-Fluoro-3-hydroxy-2,3-dihydro-1H-inden-1-yl]-6-{1H-pyrrolo[2,3-b]pyridin-4-yl}pyridine-3-carboxamide FC=1C=CC=C2[C@H](C[C@@H](C12)NC(=O)C=1C=NC(=CC1)C1=C2C(=NC=C1)NC=C2)O